O=CCC(CC1CCN(CC1)C(=O)OC(C)(C)C)CC=O tert-butyl 4-[4-oxo-2-(2-oxoethyl)butyl]piperidine-1-carboxylate